CC1=NC(=CC=C1C1(CC2(C1)CC(C2)N)N)N2CCOC1(CC1)C2 2-(2-methyl-6-(4-oxa-7-azaspiro[2.5]octan-7-yl)pyridin-3-yl)spiro[3.3]heptane-2,6-diamine